3-[3-(2-Chloro-6-methyl-4-pyridyl)-5-(quinuclidin-3-ylamino)pyrazolo[1,5-a]pyrimidin-2-yl]benzonitrile ClC1=NC(=CC(=C1)C=1C(=NN2C1N=C(C=C2)NC2CN1CCC2CC1)C=1C=C(C#N)C=CC1)C